CC(C)(C)[Si](OCCN)(C)C 2-[1,1-di(methyl)ethyl-di(methyl)silyl]oxyethanamine